4-hydroxy-6-(1-(4-methoxybenzyl)-1H-pyrazol-4-yl)pyrazolo[1,5-a]Pyrazine OC=1C=2N(C=C(N1)C=1C=NN(C1)CC1=CC=C(C=C1)OC)N=CC2